OC1(CN(C1)C1=NC=CC=C1)C(=O)O 3-hydroxy-1-(pyridin-2-yl)azetidine-3-carboxylic acid